5-hydroxy-3-methyl-6-nitro-1H-indole-2-carboxylic acid OC=1C=C2C(=C(NC2=CC1[N+](=O)[O-])C(=O)O)C